4-Oxovaleronitrile O=C(CCC#N)C